BrC(CN(C1=CC=CC=C1)C)=C N-(2-bromoallyl)-N-methylaniline